ClC1=C(C(=CC=C1)F)C1=NOC(=C1C(=O)NC1CCCC1)C=1C=NN(C1C(F)(F)F)C[C@@H](C)O 3-(2-chloro-6-fluorophenyl)-N-cyclopentyl-5-{1-[(2R)-2-hydroxypropyl]-5-(trifluoromethyl)-1H-pyrazol-4-yl}-1,2-oxazole-4-carboxamide